triphenylamine zinc chloride salt [Cl-].[Zn+2].C1(=CC=CC=C1)N(C1=CC=CC=C1)C1=CC=CC=C1.[Cl-]